{5-[4-(2,6-dichloro-benzyl)-[1,4]diazepan-1-yl]-4-methyl-benzofuran-2-yl}-(4-methyl-piperazin-1-yl)-methanone ClC1=C(CN2CCN(CCC2)C=2C=CC3=C(C=C(O3)C(=O)N3CCN(CC3)C)C2C)C(=CC=C1)Cl